CC1=CN(C=2C=NN(C(C21)=O)COCC[Si](C)(C)C)CC(=O)OCC ethyl 2-(3-methyl-4-oxo-5-((2-(trimethylsilyl)ethoxy)methyl)-4,5-dihydro-1H-pyrrolo[2,3-d]pyridazin-1-yl)acetate